ClC=1C=C(C=CC1Cl)C#CC(C)NC(N(C)[C@@H]1[C@H](CCCC1)N(C(C=C)=O)C)=O Trans-N-((1S,2S)-2-(3-(4-(3,4-dichlorophenyl)but-3-yn-2-yl)-1-methylureido)cyclohexyl)-N-methyl-acrylamide